FC1=CC=C(C=C1)C=1C(C(=CN(C1)C(C)C)C(=O)NC1=CC=C(C=C1)OC1=CC=NC2=CC(=CN=C12)OC)=O 5-(4-Fluorophenyl)-N-[4-[(7-methoxy-1,5-naphthyridin-4-yl)oxy]phenyl]-4-oxo-1-propan-2-ylpyridine-3-carboxamide